2-isopropyl-4-(methylthio)pyridine C(C)(C)C1=NC=CC(=C1)SC